ClC=1C=C2C(=CC1)N(C(C21CCN(CC1)CCOC=1C=C2CN(C(C2=CC1)=O)C1C(N(C(CC1)=O)C)=O)=O)COCC[Si](C)(C)C 3-{5-[2-(5-chloro-2-oxo-1-{[2-(trimethylsilyl)ethoxy]methyl}spiro[indoline-3,4'-piperidin]-1'-yl)ethoxy]-1-oxo-2-isoindolinyl}-1-methyl-2,6-piperidinedione